1-(2-(2,6-dioxopiperidin-3-yl)-1,3-dioxoisoindolin-4-yl)azetidine O=C1NC(CCC1N1C(C2=CC=CC(=C2C1=O)N1CCC1)=O)=O